N-(5-bromo-1-(4-(trifluoromethyl)phenyl)-1,2,3,4-tetrahydroquinolin-3-yl)acrylamide BrC1=C2CC(CN(C2=CC=C1)C1=CC=C(C=C1)C(F)(F)F)NC(C=C)=O